NC1=C(C2=C(N=C(N=C2O)C)N1C1=C(C(=CC=C1C)OC)C)C#N 6-amino-4-hydroxy-7-(3-methoxy-2,6-dimethylphenyl)-2-methyl-7H-pyrrolo[2,3-d]pyrimidine-5-carbonitrile